C(CCCCCCCCC)(=O)N[C@H](C(=O)O)C (S)-2-decanamidopropionic acid